C(C)(C)(C)OC(NC12CCC(C1)(C2)C=2OC(=NN2)C2CC(C2)OC(F)(F)F)=O (4-(5-((1s,3s)-3-(trifluoromethoxy)cyclobutyl)-1,3,4-oxadiazol-2-yl)bicyclo[2.1.1]hex-1-yl)carbamic acid tert-butyl ester